FC1=C(C=C(C=C1)\C=[N+](\C(C)C)/[O-])C1=NN(C(C2=CC=CC=C12)=O)C1=CC=C(C=C1)F (Z)-1-(4-fluoro-3-(3-(4-fluorophenyl)-4-oxo-3,4-dihydrophthalazin-1-yl)phenyl)-N-isopropylmethanimine oxide